C(#N)C1=C(C=C(C=C1)F)[C@@H](CC)C=1C(=NN(C1)C)C (1R,2R)-1-(2-cyano-5-fluorophenyl)-1-(1,3-dimethyl-1H-pyrazol-4-yl)propan